(R)-2-(1-cyclopropyl-2-hydroxy-2-methylpropyl)-7-(6-(5-methyl-1,3,4-oxadiazol-2-yl)pyridin-3-yl)isoindolin-1-one C1(CC1)[C@H](C(C)(C)O)N1C(C2=C(C=CC=C2C1)C=1C=NC(=CC1)C=1OC(=NN1)C)=O